tert-butyl N-(3-bromopyrazolo[1,5-a]pyridin-5-yl)-N-methyl-carbamate BrC=1C=NN2C1C=C(C=C2)N(C(OC(C)(C)C)=O)C